The molecule is a dihydroxy-5beta-cholanic acid in which the two hydroxy groups are located at positions 3beta and 12alpha. The 3beta-hydroxy epimer of deoxycholic acid. It has a role as a human metabolite. It is a bile acid, a dihydroxy-5beta-cholanic acid, a 12alpha-hydroxy steroid and a 3beta-hydroxy steroid. It is a conjugate acid of a 3beta,12alpha-dihydroxy-5beta-cholan-24-oate. C[C@H](CCC(=O)O)[C@H]1CC[C@@H]2[C@@]1([C@H](C[C@H]3[C@H]2CC[C@H]4[C@@]3(CC[C@@H](C4)O)C)O)C